ClC=1C(=C(C=CC1)NC1=NC=NC2=CC(=C(C=C12)NC(C(=C)COC)=O)C#C[C@@]1(CN(CC1)C)C)F (R)-N-(4-((3-chloro-2-fluorophenyl)amino)-7-((1,3-dimethylpyrrolidin-3-yl)ethynyl)quinazolin-6-yl)-2-(methoxymethyl)acrylamide